(R)-7-((6-((dimethylamino)-methyl)-5-(tetrahydrofuran-3-yl)pyridin-2-yl)amino)-4-(7-methylimidazo[1,2-b]pyridazin-3-yl)isoindolin-1-one CN(C)CC1=C(C=CC(=N1)NC=1C=CC(=C2CNC(C12)=O)C1=CN=C2N1N=CC(=C2)C)[C@@H]2COCC2